SC(C)O[Si](OCC)(OCC)CCC sulfhydryl-propyl-triethoxysilane